O=C1C=2C=C3CCC(CC3=CC2C(C2=CC=CC=C12)=O)C(=O)N 6,11-dioxo-1,2,3,4,6,11-hexahydronaphthacene-2-carboxamide